S(N)(=O)(=O)C1=NC=CC(=C1)NC(=O)C=1C(=NC=C(C1)C(F)(F)F)N1CC(C1)OC1=CC=C(C=C1)C(F)(F)F N-(2-sulfamoyl-4-pyridyl)-5-(trifluoromethyl)-2-[3-[4-(trifluoromethyl)-phenoxy]azetidin-1-yl]pyridine-3-carboxamide